ClC=1C=C(C=C(C1)Cl)C[C@@H](C(=O)O)NC (S)-3-(3,5-dichlorophenyl)-2-(methylamino)propanoic acid